C(C)(=O)N[C@H]1C(O)O[C@@H]([C@H]([C@@H]1O)O)CO D-N-acetyl-glucosamine